N1C=NC=C1CN1CCC(CC1)C=1C=C2C(=C(NC2=CC1)C1=CC(=NC=C1C)C)C(C)C 5-(1-((1H-imidazol-5-yl)methyl)piperidin-4-yl)-2-(2,5-dimethylpyridin-4-yl)-3-isopropyl-1H-indole